C1(=CC=CC=C1)C1=NOC(=N1)C=1SC=CC1 3-phenyl-5-(thiophene-2-yl)-[1,2,4]oxadiazole